C1(=CC=CC=C1)C1=NC(=NC(=N1)C1=CC=CC=C1)C1=CC=C(C=C1)N1C2=CC=C(C=C2C=2C=C(C=CC12)N1C2=CC=C(C=C2C=2C=C(C=CC12)C1=CC=CC=C1)C1=CC=CC=C1)N1C2=CC=C(C=C2C=2C=C(C=CC12)C1=CC=CC=C1)C1=CC=CC=C1 9'-[4-(4,6-diphenyl-1,3,5-triazine-2-yl)phenyl]-3,3'',6,6''-tetraphenyl-9,3':6',9''-ter-9H-carbazole